(dodecylthiocarbonylthio)-2-methylpropionate C(CCCCCCCCCCC)C(=S)SC(C(=O)[O-])(C)C